O[C@H]1C[C@H](CC1)NC1=NC(=CC(=N1)C=1C=C(C=CC1C)NC(=O)N1C[C@@H](CC1)CC(F)(F)F)N1CCOCC1 (3S)-N-[3-(2-[(cis-3-hydroxycyclopentyl)amino]-6-(morpholin-4-yl)pyrimidin-4-yl)-4-methylphenyl]-3-(2,2,2-trifluoroethyl)pyrrolidine-1-carboxamide